3-butylidene-4-carboxythiophene C(CCC)=C1CSC=C1C(=O)O